(((1-methyl-1-oxidophosphinan-4-yl)methyl)amino)-3-nitrobenzenesulfonamide CP1(CCC(CC1)CNC1=C(C=CC=C1[N+](=O)[O-])S(=O)(=O)N)=O